(E)-1-(4-chlorophenyl)-3-(2,3-dihydrobenzo[b][1,4]dioxin-6-yl)prop-2-en-1-one ClC1=CC=C(C=C1)C(\C=C\C1=CC2=C(OCCO2)C=C1)=O